FC1(CC(CCC1)[C@@H](C(F)(F)F)N)F (1S)-1-(3,3-difluorocyclohexyl)-2,2,2-trifluoroethan-1-amine